ethyl 2-(4-(4,4,5,5-tetramethyl-1,3,2-dioxaborolan-2-yl)-1H-pyrazol-1-yl)acetate CC1(OB(OC1(C)C)C=1C=NN(C1)CC(=O)OCC)C